α-L-erythrofuranose O[C@H]1[C@@H](O)[C@@H](O)CO1